ClC1=C(C(=C(C=C1OC)OC)Cl)N1CC2=C(C=3C=CC=CC13)N=C(N=C2)N[C@@H]2COCC[C@@H]2NC(C=C)=O N-((3S,4S)-3-((6-(2,6-dichloro-3,5-dimethoxyphenyl)-5,6-dihydropyrimido[5,4-c]quinolin-2-yl)amino)tetrahydro-2H-pyran-4-yl)acrylamide